tert-butyl (3R,4R)-4-(((7-((4-(1H-pyrazol-1-yl)benzyl)(tert-butoxycarbonyl)amino)-3-cyclopropylpyrazolo[1,5-a]pyrimidin-5-yl)amino)methyl)-3-hydroxypiperidine-1-carboxylate N1(N=CC=C1)C1=CC=C(CN(C2=CC(=NC=3N2N=CC3C3CC3)NC[C@@H]3[C@H](CN(CC3)C(=O)OC(C)(C)C)O)C(=O)OC(C)(C)C)C=C1